N-(3-(2-((2,6-Dioxopiperidin-3-yl)amino)-3-fluoropyridin-4-yl)prop-2-yn-1-yl)-5-(8-(7-isopropyl-1,3-dimethyl-2-oxo-2,3-dihydro-1H-benzo[d]imidazol-5-yl)isoquinolin-3-yl)picolinamide O=C1NC(CCC1NC1=NC=CC(=C1F)C#CCNC(C1=NC=C(C=C1)C=1N=CC2=C(C=CC=C2C1)C1=CC2=C(N(C(N2C)=O)C)C(=C1)C(C)C)=O)=O